(2S)-2-(cyanomethyl)-4-(2-methylsulfanyl-2'-oxospiro[6,8-dihydro-5H-quinazoline-7,3'-indolin]-4-yl)piperazine-1-carboxylic acid tert-butyl ester C(C)(C)(C)OC(=O)N1[C@H](CN(CC1)C1=NC(=NC=2CC3(C(NC4=CC=CC=C34)=O)CCC12)SC)CC#N